NCCCNCCCNCCCNCCCN N1-(3-aminopropyl)-N3-(3-((3-aminopropyl)amino)propyl)-propan-1,3-diamin